CC(C)[C@@H]([C@H](C(=O)[O-])O)C(=O)[O-] The molecule is a 3-isopropylmalate(2-). It has a role as a Saccharomyces cerevisiae metabolite. It is a conjugate base of a (2R,3S)-3-isopropylmalic acid.